OC1=CC(=C(C=C1)C(C=CC1=CC=C(C=C1)OCC1=CC=CC=C1)=O)C 1-(4-Hydroxy-2-methylphenyl)-3-(4-phenylmethoxyphenyl)prop-2-en-1-one